N,N-di(3-aminopropyl)-2-furanmethylamine NCCCN(CC=1OC=CC1)CCCN